FCC(C(=O)N1CCN(CC1)C1=NC=CN=C1NC1=CC=C(C=C1)C(F)(F)F)=C 2-(fluoromethyl)-1-(4-(3-((4-(trifluoromethyl)phenyl)amino)pyrazin-2-yl)piperazin-1-yl)prop-2-en-1-one